N[C@H](C)C=1C=C(C=C2C(C(=C(OC12)C=1C=CC=2C(N1)=CN(N2)C)C)=O)C 8-[(1R)-1-aminoethyl]-3,6-dimethyl-2-(2-methylpyrazolo[4,3-b]pyridin-5-yl)chromen-4-one